BrC1=CC(=C2CCN(CC2=C1)C(C(F)(F)F)=O)C 1-(7-Bromo-5-methyl-3,4-dihydroisoquinolin-2(1H)-yl)-2,2,2-trifluoroethane-1-one